(2-isopropyl-4-methylpyridin-3-yl)pyrido[2,3-d]pyrimidin C(C)(C)C1=NC=CC(=C1C=1N=CC2=C(N1)N=CC=C2)C